BrC1=CSC=2N3C([C@@H](OCC21)C)=NN=C3C (S)-3-bromo-6,9-dimethyl-4H,6H-thieno[2,3-e][1,2,4]triazolo[3,4-c][1,4]oxazepine